BrC=1N=C(N(C1C1=CC=CC2=C1C(=C(S2)NC(=O)OC(C)(C)C)C#N)C)C2CC1(CN(C1)C(=O)OC(C)(C)C)C2 tert-butyl 6-[4-bromo-5-[2-(tert-butoxycarbonylamino)-3-cyano-benzothiophen-4-yl]-1-methyl-imidazol-2-yl]-2-azaspiro[3.3]heptane-2-carboxylate